ClC=1C=C(C(=NC1)OC1=CC2=C(N=C(O2)C(=O)NC2(CCS(CC2)(=O)=O)C)C=C1)OCC(F)(F)F 6-[[5-chloro-3-(2,2,2-trifluoroethoxy)-2-pyridyl]oxy]-N-(4-methyl-1,1-dioxo-thian-4-yl)-1,3-benzoxazole-2-carboxamide